copper-calcium-nickel [Ni].[Ca].[Cu]